N-Acryloyl-Dihydroacridine methyl-3-(6-(methylthio)-5-(trifluoromethyl)-1H-benzo[d]imidazol-2-ylamino)benzoate COC(C1=CC(=CC=C1)NC1=NC2=C(N1)C=C(C(=C2)C(F)(F)F)SC)=O.C(C=C)(=O)N2C1=CCCCC1=CC1=CC=CC=C21